C(C)OC(CCC(=O)C1=NC(=CC(=C1O)Br)CC1=CC(=CC=C1)C)=O 4-[4-Bromo-3-hydroxy-6-(3-methyl-benzyl)-pyridin-2-yl]-4-oxo-butyric acid ethyl ester